(5-((2-methyl-1H-imidazol-1-yl)methyl)furan-2-yl)-N-phenylmethanimine oxide CC=1N(C=CN1)CC1=CC=C(O1)C=[N+](C1=CC=CC=C1)[O-]